N-(1-(1H-indol-3-yl)hexane-2-yl)-6-(3-hydroxy-3-methylazetidine-1-yl)benzo[b]-thiophene-2-carboxamide N1C=C(C2=CC=CC=C12)CC(CCCC)NC(=O)C1=CC2=C(S1)C=C(C=C2)N2CC(C2)(C)O